2-(benzofuran-3-yl)-1-((3-nitrophenyl)methylsulfonyl)ethylboronic acid O1C=C(C2=C1C=CC=C2)CC(S(=O)(=O)CC2=CC(=CC=C2)[N+](=O)[O-])B(O)O